N-((5-cyclopropyl-1H-indazol-4-yl)methyl)-4-fluoro-3-methoxybenzamide C1(CC1)C=1C(=C2C=NNC2=CC1)CNC(C1=CC(=C(C=C1)F)OC)=O